C(C)(C)(C)N=[W](=NC(C)(C)C)(=NC(C)(C)C)=NC(C)(C)C bis(t-butylimino)bis(tert-butylimino)tungsten